FC1=C(C=CC=C1)NC(=O)C1=NN(C(C=C1C)=O)C1=CC(=C(C=C1)OC1=CC=NC2=CC(=C(C=C12)OC)OCCCN1CCOCC1)F N-(2-fluorophenyl)-1-{3-fluoro-4-[6-methoxy-7-(3-morpholinopropoxy)quinolin-4-yloxy]phenyl}-4-methyl-6-oxo-1,6-dihydropyridazine-3-carboxamide